FC1=CC=C(C=N1)C=1C(=C(C#N)C=CC1)N1CC2C(C2C1)C1=NN=CN1C 3-(6-fluoropyridin-3-yl)-2-(6-(4-methyl-4H-1,2,4-triazol-3-yl)-3-azabicyclo[3.1.0]hexane-3-yl)benzonitrile